COC=1C(=C2C=CN(C2=C(C1)C)C(=O)OC(C)(C)C)CN1[C@H](C[C@@H](CC1)C)C1=CC=C(C=2CCCCC12)C(=O)OC tert-Butyl 5-methoxy-4-(((2R,4R)-2-(4-(methoxycarbonyl)-5,6,7,8-tetrahydronaphthalen-1-yl)-4-methylpiperidin-1-yl)methyl)-7-methyl-1H-indole-1-carboxylate